C12(CC(C1)C2)NC2=NC1=C(C=C(C=C1C(N2C)=O)C)[C@@H](C)NC=2C(=NC(=CC2)Cl)C(=O)NS(=O)(=O)C (R)-3-((1-(2-(bicyclo[1.1.1]pentan-1-ylamino)-3,6-dimethyl-4-oxo-3,4-dihydroquinazolin-8-yl)ethyl)amino)-6-chloro-N-(methylsulfonyl)picolinamide